C1=CC2C=CC=CC=2NC2C=CC=CC1=2 iminostilbene